OC=CC#N 3-hydroxy-prop-2-enenitrile